CN1N=CC=C1C1=CC=NC2=C(N=CC=C12)C1=CC=NN1C1OCCCC1 4-(1-methyl-1H-pyrazol-5-yl)-8-(1-(tetrahydro-2H-pyran-2-yl)-1H-pyrazol-5-yl)-1,7-naphthyridine